OC1=C(C(=CC(=C1O)OC)C1=CC=CC=C1)C=O 3,4-dihydroxy-5-methoxy-[1,1'-biphenyl]-2-formaldehyde